tert-butyl-3-[[(S)-2-methylpropan-2-sulfinyl] amino]-3H-spiro[furo[2,3-b]pyridine-2,4'-piperidine]-1'-carboxylate C(C)(C)(C)OC(=O)N1CCC2(CC1)C(C=1C(=NC=CC1)O2)N[S@@](=O)C(C)(C)C